3-Ethyl-2-(2,2,2-trifluoro-1-(4-fluorophenyl)-1-hydroxyethyl)-3H-imidazo[4,5-b]pyridine-5-carboxylic acid C(C)N1C(=NC=2C1=NC(=CC2)C(=O)O)C(C(F)(F)F)(O)C2=CC=C(C=C2)F